FC1=CC=C(C=C1)S(=O)(=O)N[C@@H](C(=O)N[C@@H](C(C(=O)NCC1=NC=CC=C1)=O)CC1=CC=CC=C1)C (R)-3-((R)-2-((4-fluorophenyl)sulfonamido)propionamido)-2-oxo-4-phenyl-N-(pyridine-2-ylmethyl)butyramide